3-(3,5-difluorophenoxy)-1-methylazetidine FC=1C=C(OC2CN(C2)C)C=C(C1)F